C(C)(C)C1=NC=NC(=C1B1OC(C(O1)(C)C)(C)C)OC 4-isopropyl-6-methoxy-5-(4,4,5,5-tetramethyl-1,3,2-dioxaborolan-2-yl)pyrimidine